2-amino-2,3-dimethyl-butyramide NC(C(=O)N)(C(C)C)C